C(C)N(C1=CC=C2C=C(C(OC2=C1)=O)C=O)CC 7-DIETHYLAMINO-3-FORMYLCOUMARIN